(1R,3aS,7aR,E)-7a-methyl-1-((S)-1-morpholinopropan-2-yl)-octahydro-4H-inden C[C@]12CCCC[C@H]2CC[C@@H]1[C@@H](CN1CCOCC1)C